tert-butyl ((S)-1,1-dicyclopropyl-3-((2-fluoro-5-(2-hydroxyethyl)-4-((S)-1-oxo-1-((2,2,2-trifluoroethyl)amino)propan-2-yl)phenyl)amino)-3-oxopropan-2-yl)carbamate C1(CC1)C([C@@H](C(=O)NC1=C(C=C(C(=C1)CCO)[C@@H](C(NCC(F)(F)F)=O)C)F)NC(OC(C)(C)C)=O)C1CC1